ClC1=CC=C(C=C1)C=1C=C2C=CN(C2=CC1)CC=1N=C(OC1)\C=C\C1=CC=C(C=C1)C(F)(F)F (E)-4-((5-(4-chlorophenyl)-1H-indol-1-yl)methyl)-2-(4-(trifluoromethyl)styryl)oxazole